L-1-NAPHTHYL-2-ACETAMIDO-ETHANE C1(=CC=CC2=CC=CC=C12)CCNC(C)=O